manganese iron pyrophosphate sodium [Na+].[O-]P([O-])(=O)OP(=O)([O-])[O-].[Fe+2].[Mn+2]